C12CCCC(CCC1)N2C(=O)[O-] 9-azabicyclo[3.3.1]nonane-9-carboxylate